CN1C(=CC(=CC1=O)Br)C(=O)OC(C1CCOCC1)C1=NC=NC(=C1)Br (6-bromopyrimidin-4-yl)(oxan-4-yl)methanol methyl-4-bromo-6-oxo-1,6-dihydropyridine-2-carboxylate